3-bromo-N,N-di(diphenylphosphino)phenylamine BrC=1C=C(C=CC1)N(P(C1=CC=CC=C1)C1=CC=CC=C1)P(C1=CC=CC=C1)C1=CC=CC=C1